N-cyclopentyl-5,5-dimethyl-8-(4-morpholinopiperidin-1-yl)-1,3,4,5-tetrahydro-2H-benzo[c]azepine-2-carboxamide C1(CCCC1)NC(=O)N1CC2=C(C(CC1)(C)C)C=CC(=C2)N2CCC(CC2)N2CCOCC2